CC1(CC=C[NH+]1[O-])C 5,5-dimethylpyrroline oxide